5-benzyl-2-[(2,4-dichlorophenyl)methylamino]-4H-[1,2,4]-triazolo[1,5-a]pyrimidin-7-one C(C1=CC=CC=C1)C=1NC=2N(C(C1)=O)N=C(N2)NCC2=C(C=C(C=C2)Cl)Cl